tert-butyl 3-((2-(((tert-butoxycarbonyl)amino)methyl)thiazol-5-yl)thio)-5-ethylbenzoate C(C)(C)(C)OC(=O)NCC=1SC(=CN1)SC=1C=C(C(=O)OC(C)(C)C)C=C(C1)CC